3-[3-(trifluoromethyl)phenoxy]piperidin-2-one FC(C=1C=C(OC2C(NCCC2)=O)C=CC1)(F)F